O1C(=NN=C1)NCC1=CC=C(C=N1)C#CC1=CC=C(C=C1)C1=CC(=NO1)CN1C(=NC=C1)[C@H](C)O (S)-1-(1-((5-(4-((6-(((1,3,4-oxadiazol-2-yl)amino)methyl)pyridin-3-yl)ethynyl)phenyl)isoxazol-3-yl)methyl)-1H-imidazol-2-yl)ethan-1-ol